C(C)(C)(C)OC(=O)N1[C@@H](CCC1)C=1C=C(C=C2CCN(CC12)C(=O)C=1N(N=C(C1)C)C)Cl (S)-2-[6-chloro-2-(2,5-dimethylpyrazole-3-carbonyl)-1,2,3,4-tetrahydroisoquinolin-8-yl]pyrrolidine-1-carboxylic acid tert-butyl ester